C(CC)(=O)O[C@@H]1[C@H](O[C@H]([C@]1(C)F)N1C2=NC(=NC(=C2N=C1)NC)N)COC(CC)=O (2R,3R,4R,5R)-5-(2-amino-6-(methylamino)-9H-purin-9-yl)-4-fluoro-4-methyl-2-((propionyloxy)methyl)tetrahydrofuran-3-yl propionate